(1-(tert-Butoxycarbonyl)piperidin-4-yl)propionic acid C(C)(C)(C)OC(=O)N1CCC(CC1)C(C(=O)O)C